ethyl 2-bromo-1-(4-((tert-butyldiphenylsilyl)oxy) butyl)-5-(chloro(4-chlorophenyl)methyl)-1H-imidazole-4-carboxylate BrC=1N(C(=C(N1)C(=O)OCC)C(C1=CC=C(C=C1)Cl)Cl)CCCCO[Si](C1=CC=CC=C1)(C1=CC=CC=C1)C(C)(C)C